propan-2-yl {(1R)-2-[(2S)-2-{4-[4-(3-chloro-1H-indol-2-yl)phenyl]-1H-imidazol-2-yl}pyrrolidin-1-yl]-2-oxo-1-phenylethyl}carbamate ClC1=C(NC2=CC=CC=C12)C1=CC=C(C=C1)C=1N=C(NC1)[C@H]1N(CCC1)C([C@@H](C1=CC=CC=C1)NC(OC(C)C)=O)=O